FC(C)(F)C12CC(C1)(C2)N2N=C1N(C2=O)[C@@H](CC1)C1=CC(=CC=C1)F (5S)-2-[3-(1,1-difluoroethyl)bicyclo[1.1.1]pentan-1-yl]-5-(3-fluorophenyl)-2,5,6,7-tetrahydro-3H-pyrrolo[2,1-c][1,2,4]triazol-3-one